OC(CN(C(OC(C)(C)C)=O)C)C1=NC=C(C=C1)CC1(CC1)C(F)(F)F tert-butyl N-[2-hydroxy-2-[5-[[1-(trifluoromethyl)cyclopropyl]methyl]-2-pyridyl]ethyl]-N-methyl-carbamate